N(N)C1=CC(N=CN1)=O 6-hydrazino-1H-pyrimidin-4-one